2-(2-(1-ethoxyvinyl)-7-isopropyl-4-oxopyrazolo[1,5-d][1,2,4]triazin-5(4H)-yl)acetate C(C)OC(=C)C1=NN2C(=NN(C(C2=C1)=O)CC(=O)[O-])C(C)C